Cl.NC=1C=C(C(=NC1)C)NC(=O)C=1C=NN2C1SC(=C2)C=2C=NN(C2)C(CO)(C)C N-(5-amino-2-methylpyridin-3-yl)-2-(1-(1-hydroxy-2-methylpropan-2-yl)-1H-pyrazol-4-yl)pyrazolo[5,1-b]thiazole-7-carboxamide hydrochloride